4-hydroxy-3-methyloxycinnamaldehyde OC1=C(C=C(C=CC=O)C=C1)OC